CC1(CCC=2C(=NNC2C1)C=1NC2=CC(=CC=C2C1)C(=O)N1CCC(CC1)CN1CCC(CC1)N(C1=CC=C(C=N1)C1C(NC(CC1)=O)=O)C)C 3-(6-((1-((1-(2-(6,6-dimethyl-4,5,6,7-tetrahydro-1H-indazol-3-yl)-1H-indole-6-carbonyl)piperidin-4-yl)methyl)piperidin-4-yl)(methyl)amino)pyridin-3-yl)piperidine-2,6-dione